N-(quinuclidin-3-yl)imidazo[1,2-a]pyridine-3-carboxamide N12CC(C(CC1)CC2)NC(=O)C2=CN=C1N2C=CC=C1